1-N'-(4-Fluorophenyl)-1-N-[4-[7-(2-methylpyrazol-3-yl)quinolin-4-yl]oxyphenyl]cyclopropane-1,1-dicarboxamide FC1=CC=C(C=C1)NC(=O)C1(CC1)C(=O)NC1=CC=C(C=C1)OC1=CC=NC2=CC(=CC=C12)C=1N(N=CC1)C